C1(CCCC1)OC([C@H](NC([C@@H](NC(CN)=O)C(C)C)=O)CCC(=O)OC1CCCC1)=O glycyl-L-valyl-D-glutamic acid dicyclopentanyl ester